D-allo-threonine N[C@H]([C@H](O)C)C(=O)O